C1(CCCCC1)NC(=S)NC1CCCCC1 N,N'-dicyclohexylthiourea